2-cyclopropyl-N-[6-(2,2-difluoroethoxy)-5-fluoro-2-methoxy-3-pyridinyl]-1-keto-isoquinoline-5-sulfonamide C1(CC1)N1C(C=2C=CC=C(C2C=C1)S(=O)(=O)NC=1C(=NC(=C(C1)F)OCC(F)F)OC)=O